C(C)OCCNC(=O)C1=C(C=C(CC2=CC(=C(C=3CCOC32)OC)C(=O)N[C@H]3CCOC[C@@H]3O)C=C1)F 1,5-anhydro-2,3-dideoxy-3-(((7-(4-((2-ethoxyethyl)carbamoyl)-3-fluorobenzyl)-4-methoxy-2,3-dihydro-1-benzofuran-5-yl)carbonyl)amino)-L-threo-pentitol